ClC=1C=C(C=CC1)[C@H](C(=O)N[C@H](C(=O)N[C@@H](C[C@H]1C(NCC1)=O)C(COC1=C(C(=CC(=C1F)F)F)F)=O)CC(C)C)O (S)-2-((R)-2-(3-chlorophenyl)-2-hydroxyacetamido)-4-methyl-N-((S)-3-oxo-1-((S)-2-oxopyrrolidin-3-yl)-4-(2,3,5,6-tetrafluorophenoxy)butan-2-yl)pentanamide